(S)-5-((((6-(2-chloro-3-(3-chloro-2-((2-fluoro-3-((3-(methoxymethyl)azetidin-1-yl)methyl)phenyl)amino)pyridin-4-yl)phenyl)-2-methoxypyridin-3-yl)methyl)amino)methyl)pyrrolidin-2-one ClC1=C(C=CC=C1C1=C(C(=NC=C1)NC1=C(C(=CC=C1)CN1CC(C1)COC)F)Cl)C1=CC=C(C(=N1)OC)CNC[C@@H]1CCC(N1)=O